dimethyl sulfoxide, imidazolium salt N1C=[NH+]C=C1.CS(=O)C